C(#N)C=1C(=NC(=CC1C1=CC=C(C=C1)OC)C=1OC=CC1)SC(C(=O)O)C1=CC=CC=C1 2-((3-cyano-6-(furan-2-yl)-4-(4-methoxyphenyl)pyridin-2-yl)thio)-2-phenylacetic acid